tert-Butyl N-{3-[2-(benzyloxy)-2-oxoethoxy]benzoyl}glycyl-N6-[(benzyloxy)carbonyl]-L-lysinate C(C1=CC=CC=C1)OC(COC=1C=C(C(=O)NCC(=O)N[C@@H](CCCCNC(=O)OCC2=CC=CC=C2)C(=O)OC(C)(C)C)C=CC1)=O